2-(((3S,10R,13R)-10,13-dimethyl-17-((R)-6-methylheptan-2-yl)-2,3,4,7,8,9,10,11,12,13,14,15,16,17-tetradecahydro-1H-cyclopenta[a]phenanthren-3-yldisulfanyl)ethyl)guanidine C[C@]12C3CC[C@@]4(C(CCC4C3CC=C2C[C@H](CC1)SSCCN=C(N)N)[C@H](C)CCCC(C)C)C